FC(C(=O)O)(F)F.N[C@@H]1[C@H](OCCC1)C1=C(C2=NC(=CC(=C2S1)NCC=1SC=CC1)Cl)C#CCCO 4-(2-((2s,3s)-3-aminotetrahydro-2H-pyran-2-yl)-5-chloro-7-((thiophen-2-ylmethyl)amino)thieno[3,2-b]pyridin-3-yl)but-3-yn-1-ol trifluoroacetate